5-(1-ethylcyclohexyloxycarbonyl-methyloxycarbonyl)-7-oxo-bicyclo[2.2.1]Hept-2-ene C(C)C1(CCCCC1)OC(=O)COC(=O)C1C2C=CC(C1)C2=O